C(=C)C1=CC=CC2=C1N(C(N2)=O)C 7-vinyl-1-methyl-1,3-dihydro-2H-benzimidazol-2-one